NC1=C(C=C(C=C1)OC)N\C(=C/C(/C)=N/C=1C(=CC=C(C1)OC)N)\C (E)-N1-((Z)-4-((2-amino-5-methoxyphenyl)amino)pent-3-en-2-ylidene)-5-methoxybenzene-1,2-diamine